FC1=C(SC(=C1)C(NC=1C=C(C=2N(C1)C=C(N2)C)F)=O)C2CCN(CC2)C(=O)OC(C)(C)C Tert-butyl 4-[3-fluoro-5-([8-fluoro-2-methylimidazo[1,2-a]pyridin-6-yl]carbamoyl)thiophen-2-yl]piperidine-1-carboxylate